(S)-1-((3S,8S,9S,10R,13S,14S,17S)-3-hydroxy-10,13-dimethyl-2,3,4,7,8,9,10,11,12,13,14,15,16,17-tetradecahydro-1H-cyclopenta[a]phenanthren-17-yl)ethyl 2-amino-2-oxoacetate NC(C(=O)O[C@@H](C)[C@H]1CC[C@H]2[C@@H]3CC=C4C[C@H](CC[C@@]4([C@H]3CC[C@]12C)C)O)=O